(E)-1-(3-Aminoazetidin-1-yl)-3-(3-(2,6-bis(trifluoromethyl)pyridin-4-yl)-1H-1,2,4-triazol-1-yl)-2-(pyrimidin-5-yl)prop-2-en-1-one NC1CN(C1)C(\C(=C\N1N=C(N=C1)C1=CC(=NC(=C1)C(F)(F)F)C(F)(F)F)\C=1C=NC=NC1)=O